CC1=NNC(=C1S(=O)(=O)N1CC(CC1)C(=O)N1CCN(CC1)C1=CC=NC2=CC=CC=C12)C (1-((3,5-dimethyl-1H-pyrazol-4-yl)sulfonyl)pyrrolidin-3-yl)(4-(quinolin-4-yl)piperazin-1-yl)methanone